3-[2-[4-[6-(methylcarbamoyl)imidazo[1,2-a]pyridin-2-yl]-3-oxo-1-prop-2-enoyl-piperazin-2-yl]ethoxy]-benzoic acid CNC(=O)C=1C=CC=2N(C1)C=C(N2)N2C(C(N(CC2)C(C=C)=O)CCOC=2C=C(C(=O)O)C=CC2)=O